2-(7-((2S,5R)-4-(1-(4-((1,1-dioxidothiomorpholino)methyl)-3,5-difluorophenyl)ethyl)-2,5-diethylpiperazin-1-yl)-4-methyl-5-oxo-4,5-dihydro-2H-pyrazolo[4,3-b]pyridin-2-yl)acetonitrile O=S1(CCN(CC1)CC1=C(C=C(C=C1F)C(C)N1C[C@@H](N(C[C@H]1CC)C=1C=2C(N(C(C1)=O)C)=CN(N2)CC#N)CC)F)=O